C(C1=CC=CC=C1)(=O)OOCCC propylhydroxy benzoate